tert-Butyl 2-(1,1-difluoroethyl)-2,3-dihydropyrido[2,3-f][1,4]oxazepine-4(5H)-carboxylate FC(C)(F)C1OC2=C(CN(C1)C(=O)OC(C)(C)C)N=CC=C2